C1(CC1)C1=NN(C=N1)C1CC2(CN(C2)C(=O)N2CC(C2)C=2C=NC(=NC2)N2CC(C2)C(F)(F)F)C1 [6-(3-cyclopropyl-1,2,4-triazol-1-yl)-2-azaspiro[3.3]heptan-2-yl]-[3-[2-[3-(trifluoromethyl)azetidin-1-yl]pyrimidin-5-yl]azetidin-1-yl]methanone